8-methyl-2-(4-(methylsulfonyl)phenyl)-[1,2,4]triazolo[1,5-a]pyridine CC=1C=2N(C=CC1)N=C(N2)C2=CC=C(C=C2)S(=O)(=O)C